F[C@H]1CC2=CC=3CCCC3C(=C2C1)NC(=O)N=[S@@](=O)(N)C=1C=NN2C1O[C@@H](C2)C (S,2R)-N'-(((S)-2-fluoro-1,2,3,5,6,7-hexahydro-s-indacen-4-yl)carbamoyl)-2-methyl-2,3-dihydropyrazolo[5,1-b]oxazole-7-sulfonimidamide